2-(1-(5-(trifluoromethyl)pyrimidin-2-yl)azetidin-3-yl)acetic acid methyl ester COC(CC1CN(C1)C1=NC=C(C=N1)C(F)(F)F)=O